C(C)(=O)N1C(CC(C1)C1=CC2=C(OC(O2)(F)F)C=C1)C(=O)O 1-acetyl-4-(2,2-difluorobenzo[d][1,3]dioxol-5-yl)pyrrolidine-2-carboxylic acid